1-bromo-3-(2,2-difluoropropoxy)benzene BrC1=CC(=CC=C1)OCC(C)(F)F